C(C)NC1=CC=CC=C1 Ethyl-aniline